((1r,3r)-3-((5-(cinnolin-6-yl)-4-methoxy-7H-pyrrolo[2,3-d]pyrimidin-2-yl)amino)-1-methylcyclobutyl)(pyrrolidin-1-yl)methanone N1=NC=CC2=CC(=CC=C12)C1=CNC=2N=C(N=C(C21)OC)NC2CC(C2)(C)C(=O)N2CCCC2